N-(7-cyclopropyl-1-methyl-1H-indol-3-yl)-4-fluorobenzamide C1(CC1)C=1C=CC=C2C(=CN(C12)C)NC(C1=CC=C(C=C1)F)=O